NC1=NC2=C(C=CC=C2C(=N1)C(=O)NCC1=NC(=CC=C1)CC1=C(C=CC=C1)F)F 2-amino-8-fluoro-N-[[6-[(2-fluorophenyl)methyl]-2-pyridyl]methyl]quinazoline-4-carboxamide